NC1=NC(=C2N=CN(C2=N1)CC1=CC=C(C=C1)N)C1=CC(=NC=C1)C#N 4-[2-amino-9-[(4-aminophenyl)methyl]purin-6-yl]pyridine-2-carbonitrile